nickel-platinum-sodium [Na].[Pt].[Ni]